(S,E)-methyl 7-(1-(2-(2-adamantylamino)-2-oxoethyl)-2-oxo-1,2-dihydropyridin-3-ylamino)-7-oxo-6-(1H-1,2,4-triazole-3-carboxamido)hept-2-enoate C12C(C3CC(CC(C1)C3)C2)NC(CN2C(C(=CC=C2)NC([C@H](CC/C=C/C(=O)OC)NC(=O)C2=NNC=N2)=O)=O)=O